CS(=O)(=O)C1=CC(=C(C=C1)NCC#CC=1N(C=2C=CC=C(C2C1)N[C@@H]1C[C@@H](OCC1)C)CC(F)(F)F)OC 2-{3-[(4-methanesulfonyl-2-methoxyphenyl)amino]prop-1-yn-1-yl}-N-[(2S,4S)-2-methyloxan-4-yl]-1-(2,2,2-trifluoroethyl)-1H-indol-4-amine